BrC1=C(C(=C(C=C1)OC)F)O 4-bromo-2-fluoro-3-hydroxyanisole